NC1=NNC2=CC=C(C=C12)C1=CC(=NC=C1)NC(=O)NCCC1=CC=CC=C1 1-(4-(3-Amino-1H-indazol-5-yl)pyridin-2-yl)-3-phenethylurea